3,4-dihydroxyphenyl-N-benzyl-N-methyl-amine OC=1C=C(C=CC1O)N(C)CC1=CC=CC=C1